N-propenyl-pyridinium chloride [Cl-].C(=CC)[N+]1=CC=CC=C1